O=C1NC(CCC1N1C(C2=CC=CC(=C2C1=O)NCCOCCOCCOCCOCCOCC)=O)=O 17-((2-(2,6-dioxopiperidin-3-yl)-1,3-dioxoisoindolin-4-yl)amino)-3,6,9,12,15-pentaoxaheptadecane